tert-Butyl (2S,5R)-5-ethyl-2-methyl-4-(1-(4-(trifluoromethyl)phenyl)ethyl)piperazine-1-carboxylate C(C)[C@H]1N(C[C@@H](N(C1)C(=O)OC(C)(C)C)C)C(C)C1=CC=C(C=C1)C(F)(F)F